11-chloro-3-cyclopropyl-7-((2-(trimethylsilyl)ethoxy)methyl)-6,7-dihydroisoxazolo[4'',3'':6',7']cyclohepta[1',2':4,5]pyrrolo[2,3-d]pyrimidin-4(5H)-one ClC=1C2=C(N=CN1)N(C1=C2C=2C(C(CC1)=O)=C(ON2)C2CC2)COCC[Si](C)(C)C